COC(=O)C1(CSCC1CC(=O)OCC)N1C2=NC=NC(=C2N=C1)Cl (Rac)-methyl-3-(6-chloro-9H-purin-9-yl)-4-(2-ethoxy-2-oxoethyl)tetrahydrothiophene-3-carboxylate